C(=C)P1(=NP(=NP(=N1)(F)F)(F)F)OC (vinyl)(methoxy)(tetrafluoro)cyclotriphosphazene